1-cyclohexyl-2-(phenoxymethyl)-1,6-dihydrodipyrrolo[2,3-b:2',3'-d]Pyridine C1(CCCCC1)N1C(=CC=2C1=C1C(=NC2)NC=C1)COC1=CC=CC=C1